4-methyl-1,2,3,6-tetrahydropyridine hydrochloride Cl.CC=1CCNCC1